CC1[C@@](CCC=C1)(C(=O)N)N1CCCCC1 (1S,2'S)-Methylpiperidinyl-3-cyclohexen-1-carboxamid